(3R)-1-{2-[1-(cyclopropylmethyl)-1H-pyrrolo[2,3-b]pyridin-2-yl]-1-methyl-1H-1,3-benzodiazole-5-carbonyl}piperidin-3-amine hydrochloride Cl.C1(CC1)CN1C(=CC=2C1=NC=CC2)C2=NC1=C(N2C)C=CC(=C1)C(=O)N1C[C@@H](CCC1)N